C(C1=CC=CC=C1)OC=1C=CC(=C(C1)C(=O)N1CC2(C1)CC(C2)N2N=C(C=C2C(F)(F)F)C2=NC=CC=C2)F (5-(benzyloxy)-2-fluorophenyl)(6-(3-(pyridin-2-yl)-5-(trifluoromethyl)-1H-pyrazol-1-yl)-2-azaspiro[3.3]heptan-2-yl)methanone